(12aR)-7-(benzyloxy)-3,4,12,12a-tetrahydro-1H-[1,4]oxazino[3,4-c]-pyrido[2,1-f][1,2,4]triazine-6,8-dione C(C1=CC=CC=C1)OC=1C(C=CN2N[C@H]3N(C(C21)=O)CCOC3)=O